dixylyl phosphate P(=O)(OC1=C(C(=CC=C1)C)C)(OC1=C(C(=CC=C1)C)C)[O-]